C(C)SC=1C(=NC=C(C1)C(F)(F)F)C1=NC2=C(N1C)C=CC(=C2)C(F)(F)F 2-(3-ethylsulfanyl-5-trifluoromethyl-pyridin-2-yl)-1-methyl-5-trifluoromethyl-1H-benzimidazole